N1=C(NC2=C1C=CC=C2)S 2-benzimidazolethiol